CC1=C(C(=CC(=C1)N1CC2=C(CCC1)C=C(C=C2)S(=O)(=O)C)C)C(C(=O)N)C(C)(C)C (2,6-dimethyl-4-(7-(methylsulfonyl)-1,3,4,5-tetrahydro-2H-benzo[c]azepin-2-yl)phenyl)-3,3-dimethylbutyramide